C[PH3]C dimethyl-λ5-phosphane